Cl.C1N(CC2=C1CNC2)C(=O)OC(C)(C)C tert-butyl 3,4,5,6-tetrahydropyrrolo[3,4-c]pyrrole-2(1H)-carboxylate hydrochloride